NC1=C2C(=NC=N1)N(N=C2C=2C=NC(=C(C#N)C2)OC(C)C)[C@@H](C)C=2C=C1N(C(C2C2=CC=CC=C2)=O)C(=CS1)Cl (S)-5-(4-amino-1-(1-(3-chloro-5-oxo-6-phenyl-5H-thiazolo[3,2-a]pyridin-7-yl)ethyl)-1H-pyrazolo[3,4-d]pyrimidin-3-yl)-2-isopropoxynicotinonitrile